dimethyl bicyclo[2.2.1]heptane-2,3-dicarboxylate C12C(C(C(CC1)C2)C(=O)OC)C(=O)OC